Tert-butyl 6-(2-amino-1-(2,6-difluoro-4-methoxyphenyl)-1H-imidazol-4-yl)-2-azaspiro[3.3]heptane-2-carboxylate NC=1N(C=C(N1)C1CC2(CN(C2)C(=O)OC(C)(C)C)C1)C1=C(C=C(C=C1F)OC)F